nonafluoropentyl ether FC(C(C(COCC(C(C(C(F)(F)F)(F)F)(F)F)(F)F)(F)F)(F)F)(C(F)(F)F)F